ClC=1C=C(C(=NC1)N1C([C@@H](N(C(C1)=O)CC1=CC=C(C=C1)C)C12CC(C1)(C2)O)=O)F (S)-1-(5-chloro-3-fluoro-pyridin-2-yl)-3-(3-hydroxybicyclo[1.1.1]-pentan-1-yl)-4-(4-methyl-benzyl)piperazine-2,5-dione